5-{(3'R)-1'-[cyclopropyl(1H-imidazol-2-yl)methyl]-6,7-dihydrospiro[pyrazolo[5,1-c][1,4]oxazine-4,3'-pyrrolidin]-2-yl}-3-(difluoromethyl)pyridin-2-amine C1(CC1)C(N1C[C@@]2(CC1)OCCN1C2=CC(=N1)C=1C=C(C(=NC1)N)C(F)F)C=1NC=CN1